C(#N)C=1C=NN2C1C(=CC(=C2)C#CC(C)(C)O)C=2C=CC(=NC2)N2CCC(CC2)(C)NC(C2=C(C=CC(=C2)F)C)=O N-(1-(5-(3-cyano-6-(3-hydroxy-3-methylbut-1-yn-1-yl)pyrazolo[1,5-a]pyridin-4-yl)pyridin-2-yl)-4-methylpiperidin-4-yl)-5-fluoro-2-methylbenzamide